3-[5-(3-Fluoro-4-piperidyl)-3-methyl-2-oxo-benzimidazol-1-yl]-1-[(4-methoxyphenyl)methyl]piperidine-2,6-dione FC1CNCCC1C1=CC2=C(N(C(N2C)=O)C2C(N(C(CC2)=O)CC2=CC=C(C=C2)OC)=O)C=C1